C(C1=CC=C(C(=O)[O-])C=C1)(=O)[O-].C(C1=CC=C(C(=O)O)C=C1)(=O)O.CC([O-])C.CC([O-])C.[Ti+4] titanium diisopropoxide diterephthalate